(R)-1-(1-(6,7-difluoro-4-oxo-3,4-dihydrophthalazin-1-yl)ethyl)-3-(3,4-difluorophenyl)-1-methylurea FC=1C=C2C(NN=C(C2=CC1F)[C@@H](C)N(C(=O)NC1=CC(=C(C=C1)F)F)C)=O